C(C)(C)(C)C1=CC=C(C=C1)C(CC(=O)C1=C(C=CC=C1)O)=O 1-(4-(tert-butyl)phenyl)-3-(2-hydroxyphenyl)propan-1,3-dione